6-(6-aminospiro[3.3]heptan-2-yl)-N2-(2,2,2-trifluoroethyl)quinoline-2,6-diamine NC1CC2(CC(C2)C2(CC=3C=CC(=NC3C=C2)NCC(F)(F)F)N)C1